(S)-N-((6-amino-2-methylpyridin-3-yl)methyl)-1-((2R,4S)-4-(4-bromobenzyl)pyrrolidine-2-carbonyl)azetidine-2-carboxamide di-trifluoroacetate FC(C(=O)O)(F)F.FC(C(=O)O)(F)F.NC1=CC=C(C(=N1)C)CNC(=O)[C@H]1N(CC1)C(=O)[C@@H]1NC[C@H](C1)CC1=CC=C(C=C1)Br